3-((1-bromo-5,6-dihydrospiro[cyclopenta[c]pyridine-7,2'-[1,3]dioxolan]-4-yl)oxy)-5-fluorobenzonitrile BrC1=NC=C(C2=C1C1(OCCO1)CC2)OC=2C=C(C#N)C=C(C2)F